6-amino-2-{2-[(E)-3,4,5-trimethoxybenzylidene]hydrazino}-9H-purin-9-yl-5-(hydroxymethyl)tetrahydrofuran-3,4-diol NC1=C2N=CN(C2=NC(=N1)N/N=C/C1=CC(=C(C(=C1)OC)OC)OC)C1OC(C(C1O)O)CO